N-(3-chloro-2-methylphenyl)-6-{[(2,4-dichlorophenyl)carbonyl]amino}-2-(dimethylamino)-1H-benzimidazole-4-carboxamide ClC=1C(=C(C=CC1)NC(=O)C1=CC(=CC=2NC(=NC21)N(C)C)NC(=O)C2=C(C=C(C=C2)Cl)Cl)C